ClC1=C(NC2=C(C(=C(C(=C12)C1CNCCC1)F)F)C(=O)N)C 3-chloro-5,6-difluoro-2-methyl-4-(3-piperidyl)-1H-indole-7-carboxamide